7-fluoro-6-(1-((5-methoxy-1-methyl-1H-pyrazol-4-yl)sulfonyl)piperidin-4-yl)-[1,2,4]triazolo[1,5-a]pyridine FC1=CC=2N(C=C1C1CCN(CC1)S(=O)(=O)C=1C=NN(C1OC)C)N=CN2